7H-benzo[de]-anthracene C1=CC=C2C=CC=C3CC=4C=CC=CC4C1=C23